C1(CC1)C=1C(=NN(C1)C1CC2(CN(C2)C(=O)C2=C(C=CC(=C2)O)F)C1)C1=C(C=CC=C1)F {6-[4-cyclopropyl-3-(o-fluorophenyl)-1-pyrazolyl]-2-aza-2-spiro[3.3]heptyl}(2-fluoro-5-hydroxyphenyl)methanone